5-((4-(4-methylthiazol-5-yl)benzyl)carbamoyl)pyrrolidin-3-yl 69-oxo-2,5,8,11,14,17,20,23,26,29,32,35,38,41,44,47,50,53,56,59,62,65,71-tricosaoxa-68-azatriheptacontan-73-oate O=C(NCCOCCOCCOCCOCCOCCOCCOCCOCCOCCOCCOCCOCCOCCOCCOCCOCCOCCOCCOCCOCCOCCOC)COCC(=O)OC1CNC(C1)C(NCC1=CC=C(C=C1)C1=C(N=CS1)C)=O